ClC=1C=CC(=C(C1)NS(=O)=O)OC.[Na] Sodium N-(5-chloro-2-methoxyphenyl)sulphonamide